alpha'-azoisobutyronitrile CC1(C(=O)C(CN=N1)(C)C(=O)C(C)(C)C#N)C